N-[(2S)-1-({(2S)-4-hydroxy-3-oxo-1-[(3S)-2-oxopyrrolidin-3-yl]butan-2-yl}amino)-4-methyl-1-oxopentan-2-yl]-4-methoxy-1H-indole-2-carboxamide OCC([C@H](C[C@H]1C(NCC1)=O)NC([C@H](CC(C)C)NC(=O)C=1NC2=CC=CC(=C2C1)OC)=O)=O